2-amino-6-[(3S)-3-amino-1,3-dihydrospiro[indene-2,4'-piperidin]-1'-yl]-3-(2,3-dichlorophenyl)-5-methyl-3,4-dihydropyrimidin-4-one NC1=NC(=C(C(N1C1=C(C(=CC=C1)Cl)Cl)=O)C)N1CCC2(CC1)CC1=CC=CC=C1[C@H]2N